[Sb](F)(F)(F)(F)F antimony(V) fluoride